dimethylsilylenefluorene CC1=C(C(C2=CC3=CC=CC=C3C2=C1)=[SiH2])C